C(C)S(=O)(=O)NC1=C(C=C(C=C1)N1N=CC(=C1NC1=NC=CN=C1)C(=O)N)OCCC1=C(C=CC=C1)F (4-(ethylsulfonamido)-3-(2-fluorophenethoxy)phenyl)-5-(pyrazin-2-ylamino)-1H-pyrazole-4-carboxamide